C(C)(C)(C)OC(=O)N1[C@@](CCC1)(\C=C\S(NC(NC1=C2CCCC2=CC=2CCCC12)=O)(=O)=O)CC tert-Butyl-(S,E)-2-ethyl-2-(2-(N-((1,2,3,5,6,7-hexahydro-s-indacen-4-yl)carbamoyl)sulfamoyl)vinyl)pyrrolidin-1-carboxylat